(Z)-4-chloro-N-(4-(trifluoromethoxy)phenyl)-5H-1,2,3-dithiazol-5-imine ClC/1=NSS\C1=N/C1=CC=C(C=C1)OC(F)(F)F